C(#N)C1(COC1)C1=C(C=C(C=N1)N1C[C@@H](CCC1)N(C(OC(C)(C)C)=O)CC1CCC1)F tert-butyl (R)-(1-(6-(3-cyanooxetan-3-yl)-5-fluoropyridin-3-yl)piperidin-3-yl)(cyclobutylmethyl)carbamate